C(C)(C)(CC)C1=C(C=CC(=C1)C(C)(C)C1=CC=CC=C1)O 2-(tertiary amyl)-4-(2-phenylpropane-2-yl)phenol